2-((2-morpholinoethyl)amino)-3,5-dihydro-4H-imidazol-4-one O1CCN(CC1)CCNC1=NCC(N1)=O